trans-(2-methylazetidin-3-yl)-1H-imidazole-5-carboxamide C[C@@H]1NC[C@H]1N1C=NC=C1C(=O)N